C1OCC12CN(C2)C2=CC1=C(C=C(O1)C(=O)O)C=C2 6-(2-oxa-6-azaspiro[3.3]heptan-6-yl)-1-benzofuran-2-carboxylic acid